9-bromo-2-cyclopropyl-7-(2-methyl-2H-indazol-5-yl)-8H-pyrimido[1,2-b]pyridazine BrC1=C2N(N=C(C1)C1=CC3=CN(N=C3C=C1)C)C=CC(=N2)C2CC2